CC1N(CC(NC1)C)C1=CC(=C(C=C1)NC(=O)C=1C(=CC=2N(C1)C=C(N2)C)OC)F N-(4-(2,5-dimethylpiperazin-1-yl)-2-fluorophenyl)-7-methoxy-2-methylimidazo[1,2-a]pyridine-6-carboxamide